7-(3-bromophenyl)-5-methyl-7-((trimethylsilyl)oxy)-6,7-dihydro-5H-cyclopenta[b]pyridin-5-ol BrC=1C=C(C=CC1)C1(CC(C=2C1=NC=CC2)(O)C)O[Si](C)(C)C